2-(1-methyl-1,2,3,6-tetrahydropyridin-4-yl)-5-(4,4,5,5-tetramethyl-1,3,2-dioxaborolan-2-yl)benzo[d]thiazole CN1CCC(=CC1)C=1SC2=C(N1)C=C(C=C2)B2OC(C(O2)(C)C)(C)C